4-(2-(4-Aminopiperidin-1-yl)-6-(2-chloro-6-fluorophenyl)quinazolin-4-yl)-2-fluorobenzonitrile NC1CCN(CC1)C1=NC2=CC=C(C=C2C(=N1)C1=CC(=C(C#N)C=C1)F)C1=C(C=CC=C1F)Cl